O=C(CN1CC2(CN(C2)C(=O)OC(C)(C)C)C1)C1=CC=CC=C1 tert-butyl 6-(2-oxo-2-phenylethyl)-2,6-diazaspiro[3.3]heptane-2-carboxylate